ClC1=NN(C=C1C1=NC=CC(=N1)NC=1N=CC2=C(C=CC(=C2C1)C(C)C)N1[C@@H]([C@H](C1)CS(=O)(=O)C)C)C[C@H]1OCCC1 N-(2-(3-chloro-1-(((S)-tetrahydrofuran-2-yl)methyl)-1H-pyrazol-4-yl)pyrimidin-4-yl)-5-isopropyl-8-((2R,3S)-2-methyl-3-((methanesulfonyl)methyl)azetidin-1-yl)isoquinolin-3-amine